2-(3,5-Difluoro-phenyl)-N-[2-(4-methyl-piperazin-1-yl)-4-oxo-4H-quinazolin-3-yl]-acetamide FC=1C=C(C=C(C1)F)CC(=O)NN1C(=NC2=CC=CC=C2C1=O)N1CCN(CC1)C